CC1(OCC(O1)CCl)C (S)-(-)-4-chloromethyl-2,2-dimethyl-1,3-dioxolane